C(#N)C=1C=C(C=CC1)C=1N=C(SC1C1=CC(=NC(=C1)C)C(F)F)NC(=O)N1CCS(CC1)(=O)=N N-[4-(3-cyanophenyl)-5-[2-(difluoromethyl)-6-methyl-4-pyridyl]thiazol-2-yl]-1-imino-1-oxo-1,4-thiazinane-4-carboxamide